C(C)(C)(C)OC(=O)C1=NN(C=C1B(O)O)C (3-(tert-butoxycarbonyl)-1-methyl-1H-pyrazol-4-yl)boronic acid